C(C)OC(=O)C=1C2=C(N(N1)C1=CC=C(C=C1)CN1CCOCC1)C=1C=CC=C(C1S(C2)(=O)=O)Cl 6-chloro-1-(4-(morpholinomethyl)phenyl)-1,4-dihydrothiochromeno[4,3-c]pyrazole-3-carboxylic acid ethyl ester 5,5-dioxide